iso-propanesulfonamide C(C)(C)S(=O)(=O)N